C(C)(=O)N1CCC(CC1)NC1=CC(=NC(=N1)Cl)C(=O)[O-] 6-((1-acetylpiperidin-4-yl) amino)-2-chloropyrimidine-4-carboxylate